trans-ethyl 4-aminocyclohexanecarboxylate hydrochloride Cl.N[C@@H]1CC[C@H](CC1)C(=O)OCC